3-(3,4-dichloro-2-methyl-2H-indazol-5-yl)-6-((1R,2R,4S)-2-(ethylamino)-7-azabicyclo[2.2.1]heptan-7-yl)-5-methyl-1,5-dihydro-4H-pyrazolo[3,4-d]pyrimidin-4-one ClC=1N(N=C2C=CC(=C(C12)Cl)C1=NNC=2N=C(N(C(C21)=O)C)N2[C@H]1[C@@H](C[C@@H]2CC1)NCC)C